(4-(methylthio)phenyl)carboxamide CSC1=CC=C(C=C1)C(=O)N